ClC=1C=C2C(=C(NC2=CC1)C(=O)NCCNS(=O)(=O)C=1SC=CC1)S(=O)(=O)C1=CC(=CC(=C1)C)C 5-chloro-3-((3,5-dimethylphenyl)sulfonyl)-N-(2-(thiophene-2-sulfonamido)ethyl)-1H-indole-2-carboxamide